C(C)N1C(C=CC1=O)=O 1-ethyl-2,5-dihydro-1H-pyrrole-2,5-dione